C(C)(C)N1N=CC=C1 2-isopropylpyrazole